tert-butyl 3-(4-((8-(tert-butoxy)-8-oxooctyl)(methyl)amino)-1-oxoisoindolin-2-yl)-2,6-dioxopiperidine-1-carboxylate C(C)(C)(C)OC(CCCCCCCN(C1=C2CN(C(C2=CC=C1)=O)C1C(N(C(CC1)=O)C(=O)OC(C)(C)C)=O)C)=O